CN(C=CC(=O)C1=CC=C(C=C1)C)C 3-(dimethylamino)-1-(p-tolyl)prop-2-en-1-one